[Si](C)(C)(C(C)(C)C)OCCCCOC=1C=C(CN2N=CC=3C2=NC(=NC3)C=3C(=NC=NC3OC)C3CC3)C=CC1C=1N(C=C(N1)C(F)(F)F)C(C)C 1-(3-(4-((tert-butyldimethylsilyl)oxy)butoxy)-4-(1-isopropyl-4-(trifluoromethyl)-1H-imidazol-2-yl)benzyl)-6-(4-cyclopropyl-6-methoxypyrimidin-5-yl)-1H-pyrazolo[3,4-d]pyrimidine